(R)-6-{(1R,3aS,7aR,E)-4-[2-(tert-Butylamino)ethylidene]-7a-methyloctahydro-1H-inden-1-yl}-2-methylheptan-2-ol C(C)(C)(C)NC\C=C/1\[C@@H]2CC[C@@H]([C@]2(CCC1)C)[C@@H](CCCC(C)(O)C)C